(R)-2-amino-N-((S)-1-(((S)-5-amino-1-(3-(cyclohexylmethyl)-1,2,4-oxadiazol-5-yl)pentyl)amino)-3-(4-hydroxy-2,6-dimethylphenyl)-1-oxopropan-2-yl)-5-guanidino-pentanamide N[C@@H](C(=O)N[C@H](C(=O)N[C@@H](CCCCN)C1=NC(=NO1)CC1CCCCC1)CC1=C(C=C(C=C1C)O)C)CCCNC(=N)N